F[B-](F)(F)F.C1(=CC=CC=C1)C[SH+]SC phenylmethyl-(methylthio)sulfonium tetrafluoroborate